(2-fluorophenyl)(methyl)((2-(trifluoromethyl)-7-(5-(trifluoromethyl)-1,2,4-oxadiazol-3-yl)imidazo[1,2-a]pyridin-3-yl)imino)-λ6-sulfanone FC1=C(C=CC=C1)S(=O)(=NC1=C(N=C2N1C=CC(=C2)C2=NOC(=N2)C(F)(F)F)C(F)(F)F)C